C(#N)C1=CC(=NC(=C1)C(F)(F)F)OC=1C=C(C(=O)O)C=CC1 3-((4-cyano-6-(trifluoromethyl)pyridin-2-yl)oxy)benzoic acid